FC(OC1=CC=C(CN)C=C1)F 4-(difluoromethoxy)benzylamine